FC(C1=C(C=CC(=N1)CNC(C)=O)OC1CC2(CN(C2)C(C(F)(F)F)=O)C1)F N-((6-(difluoromethyl)-5-((2-(2,2,2-trifluoroacetyl)-2-azaspiro[3.3]heptan-6-yl)oxy)pyridin-2-yl)methyl)acetamide